(R)-alanine methyl ester COC([C@H](N)C)=O